O=C1CN(CCC1C(=O)OCC)C(=O)[O-] 4-ethyl 3-oxopiperidine-1,4-dicarboxylate